The molecule is an organosulfinate oxoanion resulting from the deprotonation of the sulfino group of sulfinoacetaldehyde. The major species at pH 7.3. It is a conjugate base of a sulfinoacetaldehyde. C(C=O)S(=O)[O-]